4-(6-chloro-4-(dimethylamino)-8-fluoro-2-(((2R,7aS)-2-fluorohexahydro-1H-pyrrolizin-7a-yl)methoxy)quinazolin-7-yl)-5-ethyl-6-fluoronaphthalen-2-ol ClC=1C=C2C(=NC(=NC2=C(C1C1=CC(=CC2=CC=C(C(=C12)CC)F)O)F)OC[C@]12CCCN2C[C@@H](C1)F)N(C)C